[2-[(1-iminoethyl)amino]ethyl]-L-homocysteine N=C(C)NCCN[C@@H](CCS)C(=O)O